NC1=NC(=CC(=N1)N1CC(CCC1)N1C(NC2=C1C=CC=C2)=O)N 1-(1-(2,6-diaminopyrimidin-4-yl)piperidin-3-yl)-1,3-dihydro-2H-benzo[d]imidazol-2-one